C(#N)C1=CC(=NC(=C1C=1C=C2C(=NC=NC2=CC1)C)C1=CC=C(C=C1)F)NC(=O)N1CCOCC1 N-(4-cyano-6-(4-fluorophenyl)-5-(4-methylquinazolin-6-yl)pyridin-2-yl)morpholine-4-carboxamide